D-glucopyranosyl-diphosphoundecenol C1([C@H](O)[C@@H](O)[C@H](O)[C@H](O1)CO)C(=CCCCCCCCCC)OP(=O)(O)OP(=O)(O)O